4,7-dibromo-2-(2-butyl)-5,6-dinitro-2H-benzo[d][1,2,3]triazole BrC1=C(C(=C(C2=NN(N=C21)C(C)CC)Br)[N+](=O)[O-])[N+](=O)[O-]